FC(S(=O)(=O)N(S(=O)(=O)C(F)(F)F)C1=C(CN2C(C3=C(C=CC=C3CC2)O)=O)C=CC=C1)(F)F N-[2-[N,N-bis(trifluoromethanesulfonyl)]aminobenzyl]-8-hydroxy-3,4-dihydroisoquinolin-1(2H)-one